4-(8-amino-3-((6'R,8a'S)-1',1'-difluoro-3'-oxohexahydro-1'H-spiro[cyclopropane-1,2'-indolizin]-6'-yl)imidazo[1,5-a]pyrazin-1-yl)-3-ethoxy-N-(4-(trifluoromethyl)pyridin-2-yl)benzamide NC=1C=2N(C=CN1)C(=NC2C2=C(C=C(C(=O)NC1=NC=CC(=C1)C(F)(F)F)C=C2)OCC)[C@H]2CN1C(C3(C([C@@H]1CC2)(F)F)CC3)=O